NC1=C(SC2=NC(=CC=C21)C)C(=O)N[C@@H]2CC1=CC=C(C=C1CC2)N2C[C@H]([C@H](C2)CF)N 3-amino-N-[(2S)-6-[(3S,4S)-3-amino-4-(fluoromethyl)pyrrolidin-1-yl]-1,2,3,4-tetrahydronaphthalen-2-yl]-6-methylthieno[2,3-b]pyridine-2-carboxamide